N1=C(C=CC=C1)C(C)N 1-(pyridin-2-yl)ethylamine